C(N)(OC(C(=O)NCCSC(=O)OC1=CC=C(C=C1)C=CC1=CC(=CC(=C1)OC)OC)C(CC(C)(C)C)C)=O Tert-butyl-(1-((2-(((4-(3,5-dimethoxystyryl) phenoxy) carbonyl) thio) ethyl) amino)-3-methyl-1-oxobutan-2-yl) carbamate